(Z)-2-Chloropentadec-2-enal Cl\C(\C=O)=C/CCCCCCCCCCCC